COC=1C=CC=2N3C=CC(=NC3=NC2C1)C(=O)N1CC=2N(N=CC2C1)C 5-methoxy-11-{1-methyl-1H,4H,5H,6H-pyrrolo[3,4-c]pyrazole-5-carbonyl}-1,8,10-triazatricyclo[7.4.0.02,7]trideca-2(7),3,5,8,10,12-hexaene